N-(2-(2-oxabicyclo[2.1.1]hexan-1-yl)-6-methylpyrimidin-4-yl)-6'-chloro-5-(methoxymethyl)-[2,3'-bipyridin]-4'-amine C12(OCC(C1)C2)C2=NC(=CC(=N2)NC2=C(C=NC(=C2)Cl)C2=NC=C(C=C2)COC)C